copper bis(2-aminomethylpyridine) NCC1=NC=CC=C1.NCC1=NC=CC=C1.[Cu]